Ethyl (R)-(3-(3,4-bis(benzyloxy)phenoxy)-2-hydroxypropyl)alanineate C(C1=CC=CC=C1)OC=1C=C(OCC(CN[C@H](C)C(=O)OCC)O)C=CC1OCC1=CC=CC=C1